ClC=1C(=C(C=CC1C1C(NC(CC1)=O)=O)N1CC(C1)N(C(O)=O)C1=CC(=C(C=C1)C)Cl)F.C1(CCCCCCCCC1)(CO)CO.C1(CCCCCCCCC1)(CO)CO.C1(CCCCCCCCC1)(CO)CO tricyclodecanedimethanol 1-(3-chloro-4-(2,6-dioxopiperidin-3-yl)-2-fluorophenyl)azetidin-3-yl(3-chloro-4-methylphenyl)carbamate